3-(S)-fluoropyrrolidine hydrochloride Cl.F[C@@H]1CNCC1